Racemic-1-(1-(cyclopropylsulfonyl)azetidin-3-yl)-3-(isoquinolin-4-yl)-2-oxoimidazoline-4-carbonitrile C1(CC1)S(=O)(=O)N1CC(C1)N1C(N([C@H](C1)C#N)C1=CN=CC2=CC=CC=C12)=O |r|